2-(3,5-Dimethyl-1H-1,2,4-triazol-1-yl)-N-((7-(trifluoromethyl)-10H-phenoxazin-3-yl)methyl)acetamide CC1=NN(C(=N1)C)CC(=O)NCC=1C=CC=2NC3=CC=C(C=C3OC2C1)C(F)(F)F